tert-butyl (R)-4-(3-(4-bromo-3-methylphenoxy)-2-methylpropyl)piperidine-1-carboxylate tert-Butyl-4-(3-(4-bromo-3-methylphenoxy)-2-methylpropyl)piperidine-1-carboxylate C(C)(C)(C)OC(=O)N1CCC(CC1)CC(COC1=CC(=C(C=C1)Br)C)C.BrC1=C(C=C(OC[C@@H](CC2CCN(CC2)C(=O)OC(C)(C)C)C)C=C1)C